3-(4-(2-fluoro-5-methylphenyl)-4H-1,2,4-triazol-3-yl)-2-(6-methyl-4-(trifluoromethyl)pyridin-2-yl)hexahydrocyclopenta[c]pyrrole-1(2H)-one FC1=C(C=C(C=C1)C)N1C(=NN=C1)C1C2C(C(N1C1=NC(=CC(=C1)C(F)(F)F)C)=O)CCC2